FC1=C(C=C(C#N)C=C1)S(=O)(=O)N1CCC2(CC(CO2)=O)CC1 4-fluoro-3-[(3-oxo-1-oxa-8-azaspiro[4.5]dec-8-yl)sulfonyl]benzonitrile